(dodecylthio)-1-(2,6,6-trimethyl-3-cyclohexen-1-yl)-1-butanone C(CCCCCCCCCCC)SC(C(=O)C1C(C=CCC1(C)C)C)CC